N1=CC=CC2=CC=CC(=C12)NS(=O)(=O)C=1N=CC2=CC=CC=C2C1 N-(quinolin-8-yl)isoquinoline-3-sulfonamide